ClC=1C(=CC(=C(C1)C1=C(C=C2C(NC(N3C2=C1SC[C@H](C3)OCCN(C)C)=O)=O)C(F)(F)F)F)F (3S)-11-(5-chloro-2,4-difluorophenyl)-3-(2-(dimethylamino)ethoxy)-10-(trifluoromethyl)-3,4-dihydro-2H,6H-[1,4]thiazepino[2,3,4-ij]quinazoline-6,8(7H)-dione